N-(3-chloro-4-(6-(1-methylcyclopropoxy)-9-((4-methylpyridin-2-yl)methyl)-9H-purin-8-yl)phenyl)acetamide ClC=1C=C(C=CC1C=1N(C2=NC=NC(=C2N1)OC1(CC1)C)CC1=NC=CC(=C1)C)NC(C)=O